3-(tert-butoxy)-2-((tert-butoxycarbonyl)amino)-3-oxopropyl (2-((5Z,8Z,11Z,14Z)-icosa-5,8,11,14-tetraenamido)ethyl) phosphate P(=O)(OCC(C(=O)OC(C)(C)C)NC(=O)OC(C)(C)C)(OCCNC(CCC\C=C/C\C=C/C\C=C/C\C=C/CCCCC)=O)[O-]